methylaconitate COC(C=C(C(=O)[O-])CC(=O)[O-])=O